BrC1=CC(=C(C=C1)C(CNCC1OCCCC1)O)C 1-(4-bromo-2-methylphenyl)-2-(((tetrahydro-2H-pyran-2-yl)methyl)amino)ethanol